tert-Butyl 6-[4-methyl-3-[[(1R)-1-(1-naphthyl)ethyl]carbamoyl]phenyl]-2,6-diazaspiro[3.3]heptane-2-carboxylate CC1=C(C=C(C=C1)N1CC2(CN(C2)C(=O)OC(C)(C)C)C1)C(N[C@H](C)C1=CC=CC2=CC=CC=C12)=O